O=C1NC(CCC1N1C(C2=CC=CC(=C2C1=O)NCCCC(=O)O)=O)=O 4-{[2-(2,6-Dioxohexahydropyridin-3-yl)-1,3-dioxo-2,3-dihydro-1H-isoindol-4-yl]amino}butyric acid